hexene-1,6-dioate C(C=CCCC(=O)[O-])(=O)[O-]